C(C)(=O)O[C@H](C)C1=CC=CC=C1 |r| (rac)-1-phenylethyl acetate